C(C)(C)(C)C1=CC=C(CN2C=CC3=C(C=CC(=C23)C(=O)NC2CC3(CCC3)C2)Cl)C=C1 (Sa)-6-(1-(4-(tert-Butyl)benzyl)-4-chloro-1H-indol-7-carboxamido)spiro[3.3]heptan